4-[5-(4-chloro-1H-pyrazol-1-yl)-3-ethyl-4-isobutyryloxy-6-oxopyridazin-1(6H)-yl]-3,5-dimethylbenzonitrile ClC=1C=NN(C1)C1=C(C(=NN(C1=O)C1=C(C=C(C#N)C=C1C)C)CC)OC(C(C)C)=O